P(O)(O)=O.C(CCC)(O)O butanediol phosphonate